FC1=CC=C(C=C1)C(=O)N1[C@@H](C=2N(CC1)C(=NN2)C=2SC=1N=CN=CC1N2)C (R)-(4-fluorophenyl)(8-methyl-3-(thiazolo[5,4-d]pyrimidin-2-yl)-5,6-dihydro-[1,2,4]Triazolo[4,3-a]pyrazin-7(8H)-yl)methanone